triethyl[2-(5-hydroxy-1H-indol-3-yl)ethyl]azanium iodide [I-].C(C)[N+](CCC1=CNC2=CC=C(C=C12)O)(CC)CC